thiophthalideamine C1(=S)OC(C2=CC=CC=C12)N